C(C1=CC=CC=C1)N1C2=C(SCC1=O)C=C(C=C2)C(=O)OC methyl 4-benzyl-3-oxo-3,4-dihydro-2H-benzo[b][1,4]thiazine-7-carboxylate